COC1=CC=C(C=C1)CN1C(C(CCC1=O)N1C(N(C2=C1C=CC(=C2)O[C@@H]2C[C@@H](N(C2)C(=O)OC(C)(C)C)C(=O)OC(C)(C)C)C)=O)=O Ditert-butyl (2R,4R)-4-[1-[1-[(4-methoxyphenyl)methyl]-2,6-dioxo-3-piperidyl]-3-methyl-2-oxo-benzimidazol-5-yl]oxypyrrolidine-1,2-dicarboxylate